OC1=CC=C(C=C1)C1(CCCCC1)C1=CC=C(C=C1)O 1,1-bis(4'-hydroxyphenyl)cyclohexane